N[C@H](C(=O)O)C(C)C (s)-2-amino-3-methyl-butyric acid